C(C)(C)(C)OC(=O)N1C=CC2=C(C(=CC(=C12)C)OC)CN1[C@@H](CC(CC1)C=1N=C(SC1)C)C1=CC=C(C=C1)C(=O)OC (S)-5-methoxy-4-((2-(4-(methoxycarbonyl)phenyl)-4-(2-methylthiazol-4-yl)piperidin-1-yl)methyl)-7-methyl-1H-indole-1-carboxylic acid tert-butyl ester